FC1=C(C=C(C(=C1)C)B1OC(C(O1)(C)C)(C)C)C1N(CCC1C(F)(F)F)C(=O)N [2-fluoro-4-methyl-5-(4,4,5,5-tetramethyl-1,3,2-dioxaborolan-2-yl)phenyl]-3-(trifluoromethyl)pyrrolidine-1-carboxamide